C(#N)C1=CC(=NC=C1)N1C=C(C2=C1N=CN=C2N2CCN(C1CC21)C(=O)OC(C)(C)C)C2=C(C=CC=C2)F tert-Butyl 5-(7-(4-cyanopyridin-2-yl)-5-(2-fluorophenyl)-7H-pyrrolo[2,3-d]pyrimidin-4-yl)-2,5-diazabicyclo[4.1.0]heptane-2-carboxylate